FC=1C=C(C=CC1)N1N=NC(=C1)C1=CC=C(\C=C\2/C(NC3=CC=CC=C23)=O)C=C1 (Z)-3-(4-(1-(3-fluorophenyl)-1H-1,2,3-triazol-4-yl)benzylidene)indolin-2-one